3,3'-(1,1,3,3-tetramethyl-1,3-disiloxanediyl)bis-1-propanol C[Si](O[Si](C)(C)CCCO)(C)CCCO